(E)-N-cyclohexyl-N-((E)-(cyclohexylimino)methyl)-3-(2-hydroxyphenyl)acrylamide C1(CCCCC1)N(C(\C=C\C1=C(C=CC=C1)O)=O)/C=N/C1CCCCC1